4-(3,8,9,10,11,12-hexahydrocyclohepta[c]pyrrolo[3,2-f]quinolin-7-yl)phenol C1=CNC=2C1=C1C3=C(C(=NC1=CC2)C2=CC=C(C=C2)O)CCCCC3